Cl.N1=CC(=CC=C1)C=1C=C2CCO[C@H](C2=CC1)CNC(OC(C)(C)C)=O (R)-tert-Butyl (6-(pyridin-3-yl)isochroman-1-yl)methylcarbamate hydrochloride